methyl 2-(5-aminopyridin-3-yl)acetate NC=1C=C(C=NC1)CC(=O)OC